2-methoxy-4-(2-((5-methoxypyridin-2-yl)methyl)-2H-tetrazol-5-yl)-N-(2-hydroxyethyl)-benzenesulfonamide COC1=C(C=CC(=C1)C=1N=NN(N1)CC1=NC=C(C=C1)OC)S(=O)(=O)NCCO